COC1=C(CNC2=C3N=CN(C3=NC=N2)[C@H]2[C@@H](O)[C@H](O)[C@H](O2)CO)C=CC(=C1OC)OC 6-(2,3,4-trimethoxybenzylamino)-9-β-D-arabinofuranosylpurine